tert-butyl (2S,3S)-3-hydroxy-2-methyl-5-oxo-pyrrolidine-1-carboxylate O[C@@H]1[C@@H](N(C(C1)=O)C(=O)OC(C)(C)C)C